2-(benzyloxymethyl)-2-(hydroxymethyl)propane-1,3-diol Sodium hydride [H-].[Na+].C(C1=CC=CC=C1)OCC(CO)(CO)CO